1,2-benzothiazole 1,1-dioxide S1(N=CC2=C1C=CC=C2)(=O)=O